[N+](=O)([O-])C=1C=CC(=NC1)N1CCC(CC1)CCO 2-(1-(5-nitropyridin-2-yl)piperidin-4-yl)ethan-1-ol